C(C)OC(C(=O)NCC=1N=NC(=CC1C)C)=O.C(C)(C)(C)[P+](C)(C)C tert-butyl-trimethyl-phosphonium ethyl-2-(((4,6-dimethylpyridazin-3-yl)methyl)amino)-2-oxoacetate